1-(3-(aminomethyl)phenyl)-N-(3-(phenylcarbamoyl)phenyl)-3-(trifluoromethyl)-1H-pyrazole-5-carboxamide dihydrochloride Cl.Cl.NCC=1C=C(C=CC1)N1N=C(C=C1C(=O)NC1=CC(=CC=C1)C(NC1=CC=CC=C1)=O)C(F)(F)F